2-chloro-7H-pyrrolo[2,3-d]Pyrimidine ClC=1N=CC2=C(N1)NC=C2